3-((1-(2,2-dimethyltetrahydro-2H-pyran-4-yl)-5-methyl-4-nitro-1H-pyrazol-3-yl)oxy)propan-1-ol CC1(OCCC(C1)N1N=C(C(=C1C)[N+](=O)[O-])OCCCO)C